ClC=1C=C(C=CC1OC)S(=O)(=O)N 3-chloro-4-methoxybenzenesulfonamide